(R)-2-(8-((5,5-dimethyl-2,4-dioxo-3-(4-(1-(trifluoromethyl)cyclopropyl)phenyl)imidazolidin-1-yl)methyl)-3,4-dihydro-2H-pyrido[3,2-b][1,4]oxazin-3-yl)acetonitrile CC1(C(N(C(N1CC1=CC=NC2=C1OC[C@H](N2)CC#N)=O)C2=CC=C(C=C2)C2(CC2)C(F)(F)F)=O)C